CCCCC.[Li].[Li] dilithium pentane